C(C)(C)(C)OC(=O)NCC1=CC=C(OCC2=CC3=C(OCCC4=C3SC=C4)C=C2C=2C(=NC(=CC2)C(NCCC)=O)C(=O)OC)C=C1 methyl 3-(9-((4-(((tert-butoxycarbonyl)amino)methyl)phenoxy)methyl)-4,5-dihydrobenzo[b]thieno[2,3-d]oxepin-8-yl)-6-(propylcarbamoyl)picolinate